tert-Butyl (R)-3-chloro-12-oxo-1-(6-azaspiro[3.4]octan-6-yl)-6a,7,9,10-tetrahydro-6H-pyrazino[2,1-c]pyrido[3,4-f][1,4]oxazepine-8(12H)-carboxylate ClC1=CC2=C(C(N3[C@@H](CO2)CN(CC3)C(=O)OC(C)(C)C)=O)C(=N1)N1CC3(CCC3)CC1